BrC1=NN(C(=N1)OC1=CC(=CC(=C1)F)Cl)C 3-bromo-5-(3-chloro-5-fluorophenoxy)-1-methyl-1H-1,2,4-triazole